4-((2,6-Dichloropyridin-4-yl)methyl)morpholine ClC1=NC(=CC(=C1)CN1CCOCC1)Cl